tert-butyl (2R,5S)-4-[(5S)-7-(4-cyano-2-pyridinyl)-5-(methoxymethyl)-5-methyl-6H-pyrrolo[2,3-d]pyrimidin-4-yl]-2,5-dimethylpiperazine-1-carboxylate C(#N)C1=CC(=NC=C1)N1C[C@@](C2=C1N=CN=C2N2C[C@H](N(C[C@@H]2C)C(=O)OC(C)(C)C)C)(C)COC